ClC=1C(=NC(=NC1)NC1CCOCC1)C1=CC=C2CN(C(C2=C1)=O)CC(=O)NC(CO)(C)C1=CC=CC=C1 2-(6-{5-chloro-2-[(oxan-4-yl)amino]pyrimidin-4-yl}-1-oxo-2,3-dihydro-1H-isoindol-2-yl)-N-(1-hydroxy-2-phenylpropan-2-yl)acetamide